2-{[6-(3-benzyl-2,5-dioxoimidazolidin-1-yl)spiro-[3.3]heptan-2-yl]-oxy}pyridine-3-carboxamide C(C1=CC=CC=C1)N1C(N(C(C1)=O)C1CC2(CC(C2)OC2=NC=CC=C2C(=O)N)C1)=O